O=C1C(=C(N=C2N1C=CC=C2)N2CCSCC2)C=O 4-OXO-2-THIOMORPHOLIN-4-YL-4H-PYRIDO[1,2-A]PYRIMIDINE-3-CARBALDEHYDE